(S)-4-amino-N-(6-((1-(difluoromethyl)-1H-pyrazol-4-yl)ethynyl)-2,3-dihydrobenzofuran-3-yl)-7-fluoro-N,1-dimethyl-1H-pyrazolo[4,3-c]quinoline-8-carboxamide NC1=NC=2C=C(C(=CC2C2=C1C=NN2C)C(=O)N(C)[C@@H]2COC1=C2C=CC(=C1)C#CC=1C=NN(C1)C(F)F)F